4-(6-(3,5-dimethylisoxazol-4-yl)-3-(2-fluoro-4-methoxyphenyl)-1H-pyrrolo[3,2-b]pyridin-1-yl)-3,5-diethoxybenzoic acid CC1=NOC(=C1C=1C=C2C(=NC1)C(=CN2C2=C(C=C(C(=O)O)C=C2OCC)OCC)C2=C(C=C(C=C2)OC)F)C